4-(2,3-epoxypropoxy)benzoate C(C1CO1)OC1=CC=C(C(=O)[O-])C=C1